OC1=C(C(N(CC1)CC=1C=NC(=CC1)OC1=CC(=CC=C1)C)=O)C(=O)NCC(=O)O N-[(4-hydroxy-1-{[6-(3-methylphenoxy)-3-pyridinyl]methyl}-2-oxo-1,2,5,6-tetrahydro-3-pyridinyl)carbonyl]glycine